ClC1=CC=2OCCN(C2N=N1)C1CC(C1)(O)C 3-(3-chloro-6,7-dihydropyridazino[4,3-b][1,4]oxazin-8-yl)-1-methyl-cyclobutanol